N-[3-(3-Chloro-10,11-dihydro-5H-dibenzo[b,f]azepin-5-yl)propyl]-2,2,2-trifluoro-acetamide ClC=1C=CC2=C(N(C3=C(CC2)C=CC=C3)CCCNC(C(F)(F)F)=O)C1